FC(C1=CC=C(OC2=C3C=CC(=CC3=CC=C2)C(=O)NC(CN2[C@H](CCC2)C(=O)O)C)C=C1)(F)F.C(C)(C)N1[SiH2]N([SiH2]N([SiH2]1)C(C)C)C(C)C tri(isopropyl)cyclotrisilazane (R)-2-(5-(4-(trifluoromethyl)phenoxy)-2-naphthamido)propyl-L-prolinate